OC1(C(CCC1)N1C(C(=CC2=C1N=C(N=C2)NC2(CCN(CC2)S(=O)(=O)C)[2H])C([2H])(F)F)=O)C (±)-8-(2-hydroxy-2-methylcyclopentyl)-6-(difluoromethyl-d)-2-((1-(methylsulfonyl)piperidin-4-yl-4-d)-amino)pyrido[2,3-d]pyrimidin-7(8H)-one